[In].[Nb] niobium-indium